(1R,3S,4R)-2-(2-(3-acetyl-5-(2-methylpyrimidin-5-yl)-1H-indazol-1-yl)acetyl)-N-(6-bromopyridin-2-yl)-2-azabicyclo[2.2.2]octane-3-carboxamide C(C)(=O)C1=NN(C2=CC=C(C=C12)C=1C=NC(=NC1)C)CC(=O)N1C2CCC([C@H]1C(=O)NC1=NC(=CC=C1)Br)CC2